CO[Si](CCCNC(CCC(C)O)=O)(OC)OC N-(3-trimethoxysilylpropyl)-4-hydroxypentanamide